FCCOC=1C=C(C=2N(C1)N=C1C2C=NN1)C=1C=CC(=NC1)N1C[C@H]([C@H](CC1)NC(C1=C(C=CC=C1F)F)=O)O N-((3R,4S)-1-(5-(6-(2-fluoroethoxy)-1H-pyrazolo[3',4':3,4]pyrazolo[1,5-a]Pyridin-4-yl)pyridin-2-yl)-3-hydroxypiperidin-4-yl)-2,6-difluorobenzamide